C(C1=CC=CC=C1)N1CCN(C12COC2)C(=O)C2=CC=C(C=C2)/C=C/C(=O)C2=CC(=C(C(=C2)OC)OC)OC (E)-3-(4-(8-benzyl-2-oxa-5,8-diazaspiro[3.4]octane-5-carbonyl)phenyl)-1-(3,4,5-trimethoxyphenyl)prop-2-en-1-one